F[C@H]1CNCC[C@@H]1NC1=NC(=CC=C1)C1=CN=C2N1N=C(C=C2)C=2C=NN1C2C=CC=C1 N-[(3S,4S)-3-fluoro-4-piperidyl]-6-(6-pyrazolo[1,5-a]pyridin-3-ylimidazo[1,2-b]pyridazin-3-yl)pyridin-2-amine